N,N-dimethylanilinium tetrakis(perfluoronaphthalenyl)borate FC1=C(C2=C(C(=C(C(=C2C(=C1F)F)F)F)F)F)[B-](C1=C(C(=C(C2=C(C(=C(C(=C12)F)F)F)F)F)F)F)(C1=C(C(=C(C2=C(C(=C(C(=C12)F)F)F)F)F)F)F)C1=C(C(=C(C2=C(C(=C(C(=C12)F)F)F)F)F)F)F.C[NH+](C1=CC=CC=C1)C